NC=1N(C2=C3C(C=C(NC(C13)=O)C1=C(C=NC=C1)F)=NC(=N2)C)C2=C(C(=CC=C2C)O)C 1-amino-7-(3-fluoropyridin-4-yl)-2-(3-hydroxy-2,6-dimethylphenyl)-4-methyl-2,8-dihydro-9H-2,3,5,8-tetraazabenzo[cd]azulene-9-one